[K+].C(C=C)(=O)OCCCCS(=O)(=O)[O-] 4-sulfobutyl acrylate potassium salt